N-(2-chloro-3-((3-cyclopropyl-5-methyl-4-oxo-3,4-dihydroquinazolin-6-yl)amino)-4-fluorophenyl)propane-1-sulfonamide trifluoroacetate FC(C(=O)O)(F)F.ClC1=C(C=CC(=C1NC=1C(=C2C(N(C=NC2=CC1)C1CC1)=O)C)F)NS(=O)(=O)CCC